2-[(2's,4r)-2',5-difluoro-6-iodo-1-oxospiro[3H-isoquinoline-4,1'-cyclopropane]-2-yl]acetic acid F[C@@H]1[C@@]2(C1)CN(C(C1=CC=C(C(=C12)F)I)=O)CC(=O)O